ethyl 6-((3-hydroxy-3-methylbutoxy)methyl)pyrazolo[1,5-a]pyridine-3-carboxylate OC(CCOCC=1C=CC=2N(C1)N=CC2C(=O)OCC)(C)C